BrC1=C(N=C2N1C=CC=C2CO)C rac-bromo-2-methylimidazo[1,2-a]pyridin-8-methanol